O1CCC=C1.[Na] sodium 2,3-dihydrofuran